potassium n-octyl phosphate P(=O)(OCCCCCCCC)([O-])[O-].[K+].[K+]